N-propylsulfamic acid 4-nitrophenyl ester [N+](=O)([O-])C1=CC=C(C=C1)OS(NCCC)(=O)=O